[Cl-].[Cl-].C[Si](=[Zr+2](C1C(=CC2=C(C(=C(C=C12)C(C)(C)C)OC)C1=CC(=CC(=C1)C)C)C)C1C(=CC2=C(C=3CCCC3C(=C12)C1=CC(=CC(=C1)C)C)C1=CC(=CC(=C1)C)C)C)C anti-dimethylsilanediyl-[2-methyl-4,8-bis(3,5-dimethylphenyl)-1,5,6,7-tetrahydro-s-indacen-1-yl][2-methyl-4-(3,5-dimethylphenyl)-5-methoxy-6-tert-butylinden-1-yl]zirconium dichloride